4-((4S,5R)-5-((5-cyclopropyl-7-methyl-1H-indol-4-yl)oxy)-1-methylazepan-4-yl)benzoic acid C1(CC1)C=1C(=C2C=CNC2=C(C1)C)O[C@H]1[C@@H](CCN(CC1)C)C1=CC=C(C(=O)O)C=C1